7-(6-chloro-5-(trifluoromethyl)pyridin-3-yl)-N-methylquinoxalin-2-amine ClC1=C(C=C(C=N1)C1=CC=C2N=CC(=NC2=C1)NC)C(F)(F)F